C1(=CC=CC=C1)C(CN(C(C#C)=O)CC(=O)NCCOC)C1=CC=CC=C1 N-(2,2-Diphenylethyl)-N-[2-(2-methoxyethylamino)-2-oxo-ethyl]prop-2-ynamide